(R)-2-(3-chlorophenyl)-2,2-difluoro-1-phenylethyl ((S)-3-cyclohexyl-1-oxo-1-(((S)-1-oxo-3-((S)-2-oxopyrrolidin-3-yl)propan-2-yl)amino)propan-2-yl)carbamate C1(CCCCC1)C[C@@H](C(N[C@H](C=O)C[C@H]1C(NCC1)=O)=O)NC(O[C@@H](C(F)(F)C1=CC(=CC=C1)Cl)C1=CC=CC=C1)=O